2-cyclopropylsulfanylpyridine-4-carboxylic acid C1(CC1)SC1=NC=CC(=C1)C(=O)O